(1R,3S)-3-(5-((1,1-dioxido-3-oxo-2,3-dihydrobenzo[d]isothiazol-5-yl)amino)-1H-pyrazol-3-yl)cyclopentyl (4-nitrophenyl) carbonate C(O[C@H]1C[C@H](CC1)C1=NNC(=C1)NC=1C=CC2=C(C(NS2(=O)=O)=O)C1)(OC1=CC=C(C=C1)[N+](=O)[O-])=O